C1(CC1)N1CCP(CC1)(C1=CC(=C(C=C1)NC=1N=C(C2=C(N1)NC=C2C(F)(F)F)C2CC2)OC)=O 1-cyclopropyl-4-(4-((4-cyclopropyl-5-(trifluoromethyl)-7H-pyrrolo[2,3-d]pyrimidin-2-yl)amino)-3-methoxyphenyl)-1,4-azaphosphinane-4-oxide